4-(3-methyl-1H-1,2,4-triazol-5-yl)aniline CC1=NNC(=N1)C1=CC=C(N)C=C1